C(#N)C=1N(C2=C(C=CC(=C2C1)C)F)CCNC1=CC(=NC=N1)C1=CC(=C(S1)C(=O)O)F 5-{6-[2-(2-Cyano-7-fluoro-4-methyl-indol-1-yl)-ethylamino]-pyrimidin-4-yl}-3-fluoro-thiophene-2-carboxylic acid